3-(4-(2-hydroxyethyl)phenoxy)-6-methoxy-2-(o-tolyl)benzo[b]thiophene 1-oxide OCCC1=CC=C(OC=2C3=C(S(C2C2=C(C=CC=C2)C)=O)C=C(C=C3)OC)C=C1